C(CCCCCCCCCCC=CCC)(=O)O 12-Pentadecenoic acid